C1(CCC1)C=1C(=NN(C1C1=CC=C(C=C1)F)C)NC(=O)[C@@H]1C(C1)(F)F (R)-N-(4-cyclobutyl-5-(4-fluorophenyl)-1-methyl-1H-pyrazol-3-yl)-2,2-difluorocyclopropane-1-carboxamide